C(C)(C)(C)C=1C=C(C=C(C1O)C(C)(C)C)CCC(=O)Cl 3-(3,5-di-t-butyl-4-hydroxyphenyl)propionyl chloride